NC=1N=C(SC1C(C1=CC=C(C=C1)Cl)=O)N(C1=CC(=C(C=C1)OC(F)F)Cl)C(C(=O)N)C [N-[4-Amino-5-(4-chlorobenzoyl)thiazol-2-yl]-3-chloro-4-(difluoromethoxy)anilino]propanamid